BrC=1N=C(C(=NC1)C=1C(=NC(=CC1)OCC)C(=O)N)NC(CC)CC (5-bromo-3-(pentan-3-ylamino)pyrazin-2-yl)-6-ethoxypyridinecarboxamide